ClC1=NC(=CC(=C1)C1=C(C=C(C#N)C=C1)C1=C(N=CO1)C)C1CC1 4-(2-chloro-6-cyclopropylpyridin-4-yl)-3-(4-methyl-1,3-oxazol-5-yl)benzonitrile